4-(7-methyl-5,8-dihydrooxepino[3,2-f]benzofuran-2-yl)benzoic acid CC1=CCC=2C(=CC3=C(C=C(O3)C3=CC=C(C(=O)O)C=C3)C2)OC1